C(C1=CC=CC=C1)N[C@H](C(=O)OC)CC methyl (2S)-2-(benzylamino)butanoate